4-Aminonaphthalen-1-ol NC1=CC=C(C2=CC=CC=C12)O